3-[(Z)-2-(5-aminopyrazin-2-yl)-2-fluoroethenyl]-N-[(1S,2S)-2-hydroxycyclohexyl]-4-methylbenzamide NC=1N=CC(=NC1)/C(=C/C=1C=C(C(=O)N[C@@H]2[C@H](CCCC2)O)C=CC1C)/F